C(C1=CC=CC=C1)OC(=O)NC1=NN(C2=CC(=CC=C12)N1CC2(C1)CCNCC2)C 2-(3-(((benzyloxy)carbonyl)amino)-1-methyl-1H-indazol-6-yl)-2,7-diazaspiro[3.5]nonane